(R)-(-)-β-hydroxybutyric acid C[C@H](CC(=O)O)O